5-chloro-7-(trifluoromethyl)-1,6-naphthyridin-3-amine ClC1=C2C=C(C=NC2=CC(=N1)C(F)(F)F)N